5-chloro-4-methyl-6-(4,4,5,5-tetramethyl-1,3,2-dioxaborolan-2-yl)-3,4-dihydro-2H-benzo[b][1,4]oxazine ClC1=C(C=CC=2OCCN(C21)C)B2OC(C(O2)(C)C)(C)C